C(C=C)C1(NC2=CC=CC=C2CC1)C1=CC=CC=C1 2-allyl-2-phenyl-1,2,3,4-tetrahydroquinoline